2-(2,8-diazaspiro[4.5]dec-8-yl)-4-[[5-(4-hydroxy-1-piperidinyl)-2-pyridinyl]amino]-6H-1,6-naphthyridin-5-one C1NCCC12CCN(CC2)C2=NC=1C=CNC(C1C(=C2)NC2=NC=C(C=C2)N2CCC(CC2)O)=O